2,2-difluoro-2-(4-fluorocyclohexyl)acetic acid ethyl ester C(C)OC(C(C1CCC(CC1)F)(F)F)=O